6-[4-({1-[(2E)-2-(aminomethyl)-3-fluoroprop-2-en-1-yl]-5-oxo-1,5-dihydro-4H-1,2,4-triazol-4-yl}methyl)thiophen-3-yl]-8-methyl-3,4-dihydro-quinolin-2(1H)-one NC/C(/CN1N=CN(C1=O)CC=1C(=CSC1)C=1C=C2CCC(NC2=C(C1)C)=O)=C\F